N1(N=CC=C1)C1=C(C=CC=C1)NC1=CC(=NC=N1)NC=1C(=CC(=C(C1)NC(C=C)=O)N(C)CCN(C)C)OC N-(5-((6-((2-(1H-pyrazol-1-yl)phenyl)amino)pyrimidin-4-yl)amino)-2-((2-(dimethylamino)ethyl)(methyl)amino)-4-methoxyphenyl)acrylamide